1-(4-fluorophenyl)-1,3-dihydro-2H-cyclopenta[b]Benzofuran-2,2-dicarboxylic acid diethyl ester C(C)OC(=O)C1(C(C2=C(OC3=C2C=CC=C3)C1)C1=CC=C(C=C1)F)C(=O)OCC